oxo-pyridine-3-carboxamide formate salt C(=O)O.O=NC(=O)C=1C=NC=CC1